CC(C=O)(C)C1=NC=C(C=C1)C(F)(F)F 2-methyl-2-(5-(trifluoromethyl)pyridin-2-yl)propanal